(2R,3R,4R,5S)-1-(5-chloro-2-fluorophenethyl)-2-(hydroxymethyl)piperidine-3,4,5-triol ClC=1C=CC(=C(CCN2[C@@H]([C@H]([C@@H]([C@H](C2)O)O)O)CO)C1)F